ClC1=CC=C(C=C1)N1C(=NC2=C1C=NC=C2)C2=CC=NC=C2 4-[3-(4-Chlorophenyl)-3H-imidazo[4,5-c]pyridin-2-yl]pyridine